1-(1-(6,8-dimethyl-2-oxo-1,2-dihydroquinolin-3-yl)propyl)-3-(4-ethoxyphenyl)-1-(2-hydroxyethyl)urea CC=1C=C2C=C(C(NC2=C(C1)C)=O)C(CC)N(C(=O)NC1=CC=C(C=C1)OCC)CCO